methyl 1-(4-(2,6-bis(benzyloxy) pyridin-3-yl)-2-fluorophenyl)-3-methylpiperidine-4-carboxylate C(C1=CC=CC=C1)OC1=NC(=CC=C1C1=CC(=C(C=C1)N1CC(C(CC1)C(=O)OC)C)F)OCC1=CC=CC=C1